ClC=1N=CC(N(C1)CC1(CCN(CC12CCCC2)C(=O)OC(C)(C)C)O)=O tert-Butyl 10-((5-chloro-2-oxopyrazin-1(2H)-yl)methyl)-10-hydroxy-7-azaspiro[4.5]decane-7-carboxylate